BrC=1C=C(C2=C(N(C(=N2)C(CCO)O)C(C)C)C1)F 1-[6-bromo-4-fluoro-1-(propan-2-yl)-1H-benzimidazol-2-yl]propane-1,3-diol